1,1,2,3,3,4,4-hepta-fluoro-1-butene FC(=C(C(C(F)F)(F)F)F)F